methyl 3-(p-fluorophenyl)-1,2,4-oxadiazole-5-carboxylate FC1=CC=C(C=C1)C1=NOC(=N1)C(=O)OC